4-((2-methoxy-3-(1-methyl-1H-1,2,4-triazol-3-yl)phenyl)amino)-N-methyl-2-(pyridin-4-ylamino)pyrimidine methyl-(2-bromo-4-chlorophenyl)carbamate CN(C(O)=O)C1=C(C=C(C=C1)Cl)Br.COC1=C(C=CC=C1C1=NN(C=N1)C)NC1=NC(N(C=C1)C)NC1=CC=NC=C1